N-((1r,4r)-4-((3-(4-acetylphenyl)-2-oxo-2,3-dihydro-1H-benzo[d]imidazol-1-yl)methyl)cyclohexyl)-2-ethyl-2H-indazole-3-carboxamide C(C)(=O)C1=CC=C(C=C1)N1C(N(C2=C1C=CC=C2)CC2CCC(CC2)NC(=O)C=2N(N=C1C=CC=CC21)CC)=O